1-{2-[methyl(1-methylpiperidin-4-yl)amino]acetyl}piperidin CN(CC(=O)N1CCCCC1)C1CCN(CC1)C